2-(4-fluoro-2,6-diisopropylphenyl)-N-(6-(2-hydroxypropan-2-yl)pyridin-3-ylsulfonyl)acetamide FC1=CC(=C(C(=C1)C(C)C)CC(=O)NS(=O)(=O)C=1C=NC(=CC1)C(C)(C)O)C(C)C